CC(=O)N[C@@H]1[C@H]([C@@H]([C@H](O[C@H]1O[C@H]2[C@H]([C@@H]([C@H](OC2O)CO)O)O)CO)O)O[C@@H]3[C@@H]([C@H]([C@H]([C@H](O3)CO)O)O)O The molecule is an amino trisaccharide consisting of alpha-D-galactopyranosyl, 2-acetamido-2-deoxy-beta-D-glucopyranosyl and D-mannopyranose residues joined in sequence by (1->3) and (1->2) glycosidic bonds. It is an amino trisaccharide and a member of acetamides. It derives from an alpha-D-Galp-(1->3)-beta-D-GlcpNAc.